CC1=C(OCC(=O)O)C=CC(=C1)SCC1=C(N=C(S1)C1=CC=C(C=C1)C(F)(F)F)C 2-[2-methyl-4-[[4-methyl-2-[4-(trifluoromethyl)phenyl]-1,3-thiazol-5-yl]methylsulfanyl]phenoxy]acetic acid